BrC=1C(=NC=CC1)C1CC(C1)(F)F z-bromo-2-(3,3-difluorocyclobutyl)pyridine